C(C)(C)(C)OC(=O)N1N=CC(=C1)COS(=O)(=O)C 4-(((methylsulfonyl)oxy)methyl)-1H-pyrazole-1-carboxylic acid tert-butyl ester